ClC=1C=C2C(C(=CN(C2=CC1N1[C@H](CCC1)COC1=NC=CC=C1Cl)C1=NN2C(CN(CC2)C)=C1)C(=O)O)=O (R)-6-chloro-7-(2-(((3-chloropyridin-2-yl)oxy)methyl)pyrrolidin-1-yl)-1-(5-methyl-4,5,6,7-tetrahydropyrazolo[1,5-a]pyrazin-2-yl)-4-oxo-1,4-dihydroquinoline-3-carboxylic acid